FC=1C(=CC(=C(C1)C=1N=C2C(=NC1)NC(CN2C(C)C)=O)C)C2=NNC=N2 6-(5-fluoro-2-methyl-4-(1H-1,2,4-triazol-3-yl)phenyl)-4-isopropyl-3,4-dihydropyrazino[2,3-b]pyrazin-2(1H)-one